1-(5-(3-cyclopropyl-2-(2,6-dimethylpyridin-4-yl)-1H-indol-6-yl)pyridin-2-yl)piperidin-4-amine C1(CC1)C1=C(NC2=CC(=CC=C12)C=1C=CC(=NC1)N1CCC(CC1)N)C1=CC(=NC(=C1)C)C